C(C)(C)(C)OC(=O)NCC1CC(N(C1)C=1C=CC(=C(C(=O)O)C1)OC)=O 5-(4-(((tert-butoxycarbonyl)amino)methyl)-2-oxopyrrolidin-1-yl)-2-methoxybenzoic acid